CC1=NC(=CC(=C1)NC=1C(=NC(=C(N1)NC)C=1C2=C(C=NC1)N(C=N2)C)C(=O)N)C 3-[(2,6-dimethyl-4-pyridyl)amino]-5-(methylamino)-6-(3-methylimidazo[4,5-c]pyridin-7-yl)pyrazine-2-carboxamide